ClC1=C(C=NC=2C3=C(C=CC12)OCO3)C(=O)OCC ethyl 6-chloro-[1,3]dioxolo-[4,5-h]quinolin-7-formate